BrCCCCC(C(=O)O)Cl 4-bromobutyl-chloroacetic acid